OCC(C)N(C(CO)C)CC=1C=C(C2=C(N=C(O2)C=2C(=C(C=CC2)C2=C(C(=CC=C2)C=2OC3=C(N2)C=C(C(=C3)OC(F)F)CN3[C@@H](CCC3)C(=O)O)C)C)C1)C#N ((2-(3'-(5-((bis(1-hydroxypropan-2-yl)amino)methyl)-7-cyanobenzo[d]oxazol-2-yl)-2,2'-dimethyl-[1,1'-biphenyl]-3-yl)-6-(difluoromethoxy)benzo[d]oxazol-5-yl)methyl)-L-proline